(8R,9R)-5-fluoro-8-(4-fluorophenyl)-9-(1-methyl-2,4-imidazolinedione-3-yl)-8,9-dihydro-2H-pyrido[4,3,2-de]phthalazin-3(7H)-one FC=1C=C2C=3C(=NNC(C3C1)=O)[C@@H]([C@H](N2)C2=CC=C(C=C2)F)N2C(N(CC2=O)C)=O